4-nonyl-phenoxyacetic acid C(CCCCCCCC)C1=CC=C(OCC(=O)O)C=C1